FC=1C=CC(=C(C1)[C@H](C)NC=1C=CC=2N(N1)C(=CN2)C2=NC=CC(=C2)O)CO (S)-2-(6-((1-(5-fluoro-2-(hydroxymethyl)phenyl)-ethyl)-amino)imidazo[1,2-b]pyridazin-3-yl)pyridin-4-ol